ethyl 5'-fluoro-2'-((4-(7-((2-oxo-2,3-dihydro-1H-benzo[d]imidazol-5-yl) methyl)-2,7-diazaspiro[4.4]non-2-yl) pyrimidin-5-yl) oxy)-[1,1'-biphenyl]-2-carboxylate FC=1C=CC(=C(C1)C=1C(=CC=CC1)C(=O)OCC)OC=1C(=NC=NC1)N1CC2(CC1)CN(CC2)CC2=CC1=C(NC(N1)=O)C=C2